5-(3-(1-methylcyclohexyloxycarbonyl)phenyl)-7-oxo-bicyclo[2.2.1]Hept-2-ene CC1(CCCCC1)OC(=O)C=1C=C(C=CC1)C1C2C=CC(C1)C2=O